Cyano-2-methoxy-N-(4-methylpent-2-ynyl)-1H-benzo[d]imidazole-1-carboxamide C(#N)C1=CC=CC=2N(C(=NC21)OC)C(=O)NCC#CC(C)C